NC1=NC(=C(C=C1C=1C=C2CCNC(C2=C(C1)OC)=O)C1=CC=C(C=C1)N1CCN(CC1)C(C)C)F 6-(2-amino-6-fluoro-5-(4-(4-isopropylpiperazin-1-yl)phenyl)pyridin-3-yl)-8-methoxy-3,4-dihydroisoquinolin-1(2H)-one